7-fluoro-3,4-dihydro-2H-benzo[e][1,3]oxazin-2-one FC1=CC2=C(CNC(O2)=O)C=C1